FC(C1=NC2=C(C=CC=C2C(=C1)OC1=C(C=C(N)C=C1)C)F)F 4-((2-(difluoromethyl)-8-fluoroquinolin-4-yl)oxy)-3-methylaniline